C1=CC=CC=2C3=CC=CC=C3C(C12)COC(=O)N[C@H](C(=O)O)CC1=CN(C2=C(C=CC=C12)C1=NC=C(C=N1)C(=O)OC(C)(C)C)C(=O)OC(C)(C)C (S)-2-((((9H-fluoren-9-yl)methoxy)carbonyl)amino)-3-(1-(tert-butoxycarbonyl)-7-(5-(tert-butoxycarbonyl)pyrimidin-2-yl)-1H-indol-3-yl)propanoic acid